aldehydo-D-allose 6-phosphate P(=O)(O)(O)OC[C@H]([C@H]([C@H]([C@H](C=O)O)O)O)O